C(OCCC(C(=C)C)=O)([O-])=O methacryloylethyl carbonate